3-methylpyrano[2,3-d]pyridazine-2,5-dione CC1C=C2C(=CN=NC2=O)OC1=O